ClC1=C(C2=C(NC(O[C@@]23CN(CCC3)C(=O)C=3C=NN(C3)[C@H](CC3CC3)C3=CC=CC=C3)=O)C=C1)F (R)-6-Chloro-1'-(1-((R)-2-cyclopropyl-1-phenylethyl)-1H-pyrazole-4-carbonyl)-5-fluorospiro[benzo[d][1,3]oxazine-4,3'-piperidin]-2(1H)-one